OC1=C(C=CC(=C1)C(F)(F)F)C1=C2C(=C(N=N1)N1CCC3(CCC(N3C)=O)CC1)N=CC=C2 8-(5-(2-hydroxy-4-(trifluoromethyl)phenyl)pyrido[2,3-d]pyridazin-8-yl)-1-methyl-1,8-diazaspiro[4.5]decan-2-one